(S)-3-cyano-5-methylhexanoic acid ethyl ester C(C)OC(C[C@H](CC(C)C)C#N)=O